N[C@H](C(=O)O)CC=1C=NC(=CC1)OCCN1CCCC1 (S)-2-amino-3-(6-(2-(pyrrolidin-1-yl)ethoxy)pyridin-3-yl)propanoic acid